{2-[2-(3-{3-[(tert-butoxycarbonyl)amino]propyl}-5'-fluoro-1'-methyl-[4,6'-biindazol]-1-yl)acetamido]acetamido}acetic acid C(C)(C)(C)OC(=O)NCCCC1=NN(C=2C=CC=C(C12)C1=C(C=C2C=NN(C2=C1)C)F)CC(=O)NCC(=O)NCC(=O)O